NC1=C(C(NC2=C(C=CC=C12)C1=NC=NC=C1OC)=O)C(=O)NCCC 4-amino-8-(5-methoxypyrimidin-4-yl)-2-oxo-N-propyl-1H-quinoline-3-carboxamide